N-Methyl-6-morpholine-4-yl-N,N1-diphenyl-[1,3,5]triazine-2,4-diamine CN(C1N(C(=NC(=N1)N)N1CCOCC1)C1=CC=CC=C1)C1=CC=CC=C1